Cl.CN1C(CCCC1)C(=O)NC1=C(C=CC=C1C)C 1-methyl-N-(2,6-xylyl)-2-piperidineformamide hydrochloride